4-chloro-3-(2,4-dioxotetrahydropyrimidin-1(2H)-yl)benzoic acid perfluorophenyl ester FC1=C(C(=C(C(=C1F)F)F)F)OC(C1=CC(=C(C=C1)Cl)N1C(NC(CC1)=O)=O)=O